6-bromo-5-nitrobenzo[b]thiophene-2-carboxylic acid BrC=1C(=CC2=C(SC(=C2)C(=O)O)C1)[N+](=O)[O-]